tricosanoic acid C(CCCCCCCCCCCCCCCCCCCCCC)(=O)O